NC1=CC=C(C=C1)S(=O)(=O)NC1=CC=C(C=C1)C(C=CC1=CC(=C(C=C1)O)O)=O 4-Amino-N-[4-[3-(3,4-dihydroxyphenyl)prop-2-enoyl]phenyl]benzenesulfonamide